CN1C=CC2=C(C=CC(=C12)C)CN[C@H](C(=O)O)CCC(C)(C)C (2S)-2-{[(1,7-dimethyl-1H-indol-4-yl)methyl]amino}-5,5-dimethylhexanoic acid